3-(5-amino-6-((1-(1-methylpiperidin-4-yl)-1H-pyrazol-4-yl)oxy)pyrazin-2-yl)-N-ethyl-5-methylbenzenesulfonamide NC=1N=CC(=NC1OC=1C=NN(C1)C1CCN(CC1)C)C=1C=C(C=C(C1)C)S(=O)(=O)NCC